1-[4-[[(2'S,4R,7R)-2-chloro-4-(difluoromethyl)-4-hydroxy-2'-methyl-spiro[5H-thieno[2,3-c]pyran-7,4'-piperidine]-1'-yl]methyl]triazol-1-yl]-3-methyl-butane-2,3-diol ClC1=CC2=C(S1)[C@@]1(C[C@@H](N(CC1)CC=1N=NN(C1)CC(C(C)(O)C)O)C)OC[C@@]2(O)C(F)F